FC(C=1OC(=NN1)C1=CC(=C(C=C1)CN1N=NC(=C1)C1=CC(=CC=C1)C1CCN(CC1)CC(CC)(F)CC)F)F 2-(difluoromethyl)-5-(4-((4-(3-(1-(2-ethyl-2-fluorobutyl)piperidin-4-yl)phenyl)-1H-1,2,3-triazol-1-yl)methyl)-3-fluorophenyl)-1,3,4-oxadiazole